FC(C=1C=C(C=C2C(=C(C3=CC(=CC=C23)F)CC(=O)O)C)C=CC1)(C1=CC=CC=C1)F 2-(1-(3-(difluoro(phenyl)methyl)benzylidene)-5-fluoro-2-methyl-1H-inden-3-yl)acetic acid